C(CCCCCC)NC(=O)NCCCCCCCCCCCC N-heptyl-N'-dodecylurea